cycloheptane-1,2-dicarboxylic acid C1(C(CCCCC1)C(=O)O)C(=O)O